bis(2-hydroxyethoxy)-7,7'-bis-1-naphthyl-1,1'-binaphthyl OCCOC=1C(=C(C2=CC(=CC=C2C1)C1=CC=CC2=CC=CC=C12)C1=CC=CC2=CC=C(C=C12)C1=CC=CC2=CC=CC=C12)OCCO